CN1C(=CC=2C=NC=CC21)CNC(=O)[C@H]2N(CC1(OCCO1)C2)C(CNC(=O)C=2C=CC=1SC3=CC=CC=C3OC1C2)=O (S)-N-((1-methyl-1H-pyrrolo[3,2-c]pyridin-2-yl)methyl)-7-((phenoxathiine-3-carbonyl)glycyl)-1,4-dioxa-7-azaspiro[4.4]nonane-8-carboxamide